N[C@H]1CN(CC1)C1=NC(=NC2=CC(=CC=C12)NC(C=C)=O)C (R)-N-(4-(3-aminopyrrolidin-1-yl)-2-methyl-quinazolin-7-yl)acrylamide